C(C(=O)OCCC(CC=CCCC)C)(=O)OCC ethyl (3-methylnon-5-en-1-yl) oxalate